D-o-methylbenzenesulfonic acid CC1=C(C=CC=C1)S(=O)(=O)O